4-ethoxy-1-(4-fluorophenyl)-N-[4-[(7-methoxy-1,5-naphthyridin-4-yl)oxy]phenyl]-2-oxopyridine-3-carboxamide C(C)OC1=C(C(N(C=C1)C1=CC=C(C=C1)F)=O)C(=O)NC1=CC=C(C=C1)OC1=CC=NC2=CC(=CN=C12)OC